N1CC(CC1)CO pyrrolidine-3-yl-methanol